N1C=CC=2C1=NC=C(C2)OC2=C(C(=O)NS(=O)(=O)C1=CC(=C(C=C1)NCC1CCOCC1)[N+](=O)[O-])C=CC(=C2)C2CCC(CC2)N2C(CCC2)C2=C(C=CC=C2)OC2=CC=CC=C2 2-((1H-pyrrolo[2,3-b]pyridin-5-yl)oxy)-N-((3-nitro-4-(((tetrahydro-2H-pyran-4-yl)methyl)amino)phenyl)sulfonyl)-4-(4-(2-(2-phenoxyphenyl)pyrrolidin-1-yl)cyclohexyl)benzamide